C(C)(C)(C)OC(NC1CCC(CC1)C=1SC(=NN1)C(F)F)=O ((1r,4r)-4-(5-(difluoromethyl)-1,3,4-thiadiazol-2-yl)cyclohexyl)carbamic acid tert-butyl ester